1-(4-(1-(7-azaspiro[3.5]nonan-2-yl)piperidin-4-yl)-1H-pyrazol-1-yl)-N-(2-chloro-4-(trifluoromethyl)phenyl)cyclobutane-1-carboxamide C1C(CC12CCNCC2)N2CCC(CC2)C=2C=NN(C2)C2(CCC2)C(=O)NC2=C(C=C(C=C2)C(F)(F)F)Cl